FC=1C=CC2=C(C(=CO2)C2(CCC2)O)C1 (5-fluorobenzofuran-3-yl)cyclobutan-1-ol